COC1=C(C=CC=C1)C1=NN(C(=C1O)C)C 3-(2-Methoxyphenyl)-1,5-dimethyl-1H-pyrazole-4-ol